BrC1=CC(=C(C=C1)C1(C(NC(N1)=O)=O)CC)F 5-(4-bromo-2-fluorophenyl)-5-ethylimidazolidine-2,4-dione